ClC1=CC=C(C=2N1C=CN2)C2=CC(=NC=C2)C(F)F 5-chloro-8-(2-(difluoromethyl)pyridin-4-yl)imidazo[1,2-a]pyridine